C(C1=CC=CC=C1)OC([C@H](C)[C@H]1NC([C@@H]1[C@@H](C)O[Si](C)(C)C(C)(C)C)=O)=O.ClC=1C=C(C=C(C1)NS(=O)(=O)C)NC(=O)C=1SC=C(C1)C1=C(C=CC=C1F)F N-(3-chloro-5-methanesulfonamidophenyl)-4-(2,6-difluorophenyl)thiophene-2-carboxamide (R)-Benzyl-2-((2S,3S)-3-((R)-1-(t-butyldimethylsilyloxy)ethyl)-4-oxoazetidin-2-yl)propanoate